[Fe].[Si] Silicon iron